(R,Z)-N-(2-phenyl-1-(9-phenyl-9H-carbazol-2-yl)ethyl)-4-(trifluoromethyl)benzimidoyl cyanide C1(=CC=CC=C1)C[C@H](C1=CC=2N(C3=CC=CC=C3C2C=C1)C1=CC=CC=C1)\N=C(\C1=CC=C(C=C1)C(F)(F)F)/C#N